ethyl N-(tert-butoxycarbonyl)-S-(1-isopropyl-4-methylcyclohex-3-en-1-yl)cysteinate C(C)(C)(C)OC(=O)N[C@@H](CSC1(CC=C(CC1)C)C(C)C)C(=O)OCC